BrC1=C2C=CNC(C2=CC(=C1)CN1C[C@H](CCC1)C)=O (S)-5-bromo-7-((3-methylpiperidin-1-yl)methyl)isoquinolin-1(2H)-one